CSC1=CC=NC=N1 6-methylthio-pyrimidine